BrC=1C(=CC=C2C(=NN(C12)C)C=1C(=NC(=CC1)OCC1=CC=CC=C1)OCC1=CC=CC=C1)F 7-bromo-3-(2,6-dibenzyloxy-3-pyridyl)-6-fluoro-1-methyl-indazole